C(C)OC1=NC=CC=C1C1=CC(=C2C(=N1)C=NN2CC)NCC=2C=NN(C2)C 5-(2-ethoxy-3-pyridinyl)-1-ethyl-N-[(1-methylpyrazol-4-yl)methyl]pyrazolo[4,3-b]pyridin-7-amine